N-(3-(3-(4-Fluorophenyl)-4-oxo-3,4-dihydrophthalazin-1-yl)phenyl)-N-methylmethaneSulfonamide tert-butyl-(3-oxocyclohexyl)carbamate C(C)(C)(C)N(C(O)=O)C1CC(CCC1)=O.FC1=CC=C(C=C1)N1N=C(C2=CC=CC=C2C1=O)C=1C=C(C=CC1)N(S(=O)(=O)C)C